((4-(tert-butyl)phenyl)amino)-4-methyl-2H-chromen-2-one C(C)(C)(C)C1=CC=C(C=C1)NC=1C(OC2=CC=CC=C2C1C)=O